ClC1=C(C=C(C=C1)C(=O)N1[C@@H](C=2N(CC1)C(=NN2)C2=NN(C=C2)C2CC2)C)F (R)-(4-chloro-3-fluorophenyl)(3-(1-cyclopropyl-1H-pyrazol-3-yl)-8-methyl-5,6-dihydro-[1,2,4]triazolo[4,3-a]pyrazin-7(8H)-yl)methanone